C1(=CC=CC=C1)[C@@H]1C[C@@H](CN1)NC(OC(C)(C)C)=O |r| rac-tert-butyl ((3S,5S)-5-phenylpyrrolidin-3-yl)carbamate